NC1=NC(=CC2=C1N=C(N2CC(C)(O)C)COCC)C 1-[4-amino-2-(ethoxymethyl)-6-methyl-imidazo[4,5-c]pyridin-1-yl]-2-methyl-propan-2-ol